N[C@@H](CC(=O)OCN1N=CC(=C1)C=1SC=C(N1)C(NC=1C(=NN(C1)C1CCC(CC1)OCC)C1=NC(=CC=C1F)F)=O)C(=O)OC 4-((4-(4-((3-(3,6-difluoropyridin-2-yl)-1-((1r,4r)-4-ethoxycyclohexyl)-1H-pyrazol-4-yl)carbamoyl)thiazol-2-yl)-1H-pyrazol-1-yl)methyl) 1-methyl L-aspartate